octyl phosphite P(OCCCCCCCC)([O-])[O-]